2-methylthio-4-(1-methylindol-3-yl)pyrazolo[1,5-a][1,3,5]triazine CSC1=NC=2N(C(=N1)C1=CN(C3=CC=CC=C13)C)N=CC2